FC1(OC=2C(=CC3=C(N=C(S3)NC(C(C)N3C[C@@H](C(CC3)(F)F)C3=CC=[N+](C=C3)[O-])=O)C2)O1)F 4-((3S)-1-(1-((2,2-difluoro-[1,3]dioxolo[4',5':4,5]benzo[1,2-d]thiazol-6-yl)amino)-1-oxopropan-2-yl)-4,4-difluoropiperidin-3-yl)pyridine 1-oxide